N1C[C@@H](CC1)NC1=NN=C(C2=CC=CC=C12)C1=C(C=C(C=C1)C(F)(F)F)O (R)-2-(4-(pyrrolidin-3-ylamino)phthalazin-1-yl)-5-(trifluoromethyl)phenol